ClC=1C=C(N2N=C(N=CC21)NC=2C(=NN(C2)C2CCN(CC2)C(=O)C2=CC=CC=C2)C)C2CC2 (4-(4-((5-chloro-7-cyclopropylpyrrolo[2,1-f][1,2,4]triazin-2-yl)amino)-3-methyl-1H-pyrazol-1-yl)piperidin-1-yl)(phenyl)methanone